C1=CC=CC=2SC3=CC=CC=C3N(C12)CCCN1C(CCCC1)C(=O)OC methyl 1-(3-(10H-phenothiazin-10-yl)propyl)piperidin-2-carboxylate